7-(cyclobutylmethyl)-6-cyclopropyl-1-(6-fluoro-5-methyl-1-(tetrahydro-2H-pyran-2-yl)-1H-indazol-4-yl)-1H-pyrrolo[3,2-c]pyridine-3-carboxamide C1(CCC1)CC=1C2=C(C=NC1C1CC1)C(=CN2C2=C1C=NN(C1=CC(=C2C)F)C2OCCCC2)C(=O)N